palladium-cobalt-copper [Cu].[Co].[Pd]